C(CCCC(=O)O)(=O)O.C1(CCC(CC1)CO)CO 4-cyclohexanedimethanol glutarate